ClC(C(F)(F)F)C=1C=CC(=NC1)NC1=NC=NC(=C1)NC1=NC=CC=C1S(=O)(=O)C N4-(5-(1-chloro-2,2,2-trifluoroethyl)pyridin-2-yl)-N6-(3-(methylsulfonyl)pyridin-2-yl)pyrimidine-4,6-diamine